CC=1C=C2C(C=C(OC2=C(C1)C(C)NC1=C(C(=O)O)C=CC=C1)C1=CC(=CC=C1)C=1C=NN(C1)C)=O 2-[1-[6-Methyl-2-[3-(1-methylpyrazol-4-yl)phenyl]-4-oxo-chromen-8-yl]ethylamino]benzoic acid